C(C)N(C(=O)C1=C(C=CC(=C1)F)N1C(N(C2=C1C=NC=C2C)CC2CN(C2)C(=O)OC(C)(C)C)=O)C(C)C Tert-butyl 3-[(3-{2-[ethyl(isopropyl)carbamoyl]-4-fluorophenyl}7-methyl-2-oxo-1H,2H,3H-imidazo[4,5-c]pyridin-1-yl)methyl]azetidine-1-carboxylate